S(=O)(=O)(OCC(Cl)(Cl)Cl)OC(\C=C\CC1=CC=CC=C1)B1OC(CN(CC(O1)=O)C)=O 2,2,2-trichloroethyl (E)-(1-(6-methyl-4,8-dioxo-1,3,6,2-dioxazaborocan-2-yl)-4-phenylbut-2-en-1-yl) sulfate